(1S,2S)-2-(2-fluoropropan-2-yl)-N-(6-(1-((3S,4S)-4-hydroxy-3-methyltetrahydrofuran-3-yl)piperidin-4-yl)-7-methylisoquinolin-3-yl)cyclopropane-1-carboxamide FC(C)(C)[C@@H]1[C@H](C1)C(=O)NC=1N=CC2=CC(=C(C=C2C1)C1CCN(CC1)[C@]1(COC[C@H]1O)C)C